OC=1C=C(C2=C(C=CC=C2C1)I)C(=O)C (3-hydroxy-8-iodonaphthalen-1-yl)methylKetone